3-[tert-butoxycarbonyl-(methyl)amino]benzoic acid C(C)(C)(C)OC(=O)N(C=1C=C(C(=O)O)C=CC1)C